N-(cis-4-(2-(4-(2,3-dichlorophenyl)piperazin-1-yl)ethyl)-4-fluorocyclohexyl)dimethylamine ClC1=C(C=CC=C1Cl)N1CCN(CC1)CCC1(CCC(CC1)N(C)C)F